(S)-3-((S)-sec-butyl)-2-oxo-1,2,3,5-tetrahydro-4H-benzo[e][1,4]diazepine-4-carboxamide [C@H](C)(CC)[C@@H]1N(CC2=C(NC1=O)C=CC=C2)C(=O)N